C(C)OC[C@@]1(CN(CC1)C(C)(C)C=1C=CC(=NC1)C)CCC1=CSC=C1 (S)-5-(2-(3-(ethoxymethyl)-3-(2-(thiophen-3-yl)ethyl)pyrrolidin-1-yl)propan-2-yl)-2-methylpyridine